(S)-1-(2-chloro-6-fluorobenzyl)-N-(3-fluoro-5-methoxybenzyl)-3,4-dimethyl-2-oxo-1,2,3,4-tetrahydro-quinazoline-7-carboxamide ClC1=C(CN2C(N([C@H](C3=CC=C(C=C23)C(=O)NCC2=CC(=CC(=C2)OC)F)C)C)=O)C(=CC=C1)F